N(=[N+]=[N-])CCOCCOCCOCCN 11-Azido-3,6,9-trioxaundecylamine